(R)-2-(((benzyloxy)carbonyl)amino)-3-((tert-butoxycarbonyl)amino)propanoic acid C(C1=CC=CC=C1)OC(=O)N[C@@H](C(=O)O)CNC(=O)OC(C)(C)C